N-(1-(2,6-dichlorobenzyl)-1H-pyrazol-4-yl)-5-(furan-2-yl)isoxazole-3-carboxamide ClC1=C(CN2N=CC(=C2)NC(=O)C2=NOC(=C2)C=2OC=CC2)C(=CC=C1)Cl